Dimethyl 2-[6-(4-ethylphenoxy)-3-pyridyl]propanedioate C(C)C1=CC=C(OC2=CC=C(C=N2)C(C(=O)OC)C(=O)OC)C=C1